N,N'-bis-[3-(ethanesulfonyloxy)phenyl]urea C(C)S(=O)(=O)OC=1C=C(C=CC1)NC(=O)NC1=CC(=CC=C1)OS(=O)(=O)CC